(S)-tert-butyl 4-(3'-(3-chloro-2-(methoxycarbonyl)phenoxy)-5'-methyl-[3,4'-bipyridyl]-6-yl)-2-methylpiperazine-1-carboxylate ClC=1C(=C(OC=2C=NC=C(C2C=2C=NC(=CC2)N2C[C@@H](N(CC2)C(=O)OC(C)(C)C)C)C)C=CC1)C(=O)OC